1-(3-fluoro-2-((1-methyl-1H-pyrazol-5-yl)amino)phenyl)cyclopropane-1-carbonitrile FC=1C(=C(C=CC1)C1(CC1)C#N)NC1=CC=NN1C